BrC(C)C1=NC(=CC=C1)C(F)(F)F 2-(1-bromoethyl)-6-(trifluoromethyl)pyridine